methacrolein-2,4-dinitrophenylhydrazone [N+](=O)([O-])C1=C(C=CC(=C1)[N+](=O)[O-])NN=CC(C)=C